2-(cyclobutoxy)-6-iodo-3-methoxy-pyridine C1(CCC1)OC1=NC(=CC=C1OC)I